FC(OC1=C(C=CC(=C1)F)[C@H]1[C@H](O[C@]([C@H]1C)(C(F)(F)F)C)C(=O)NC1=CC(=NC=C1)C(=O)N)F 4-((2S,3S,4S,5R)-3-(2-(difluoromethoxy)-4-fluorophenyl)-4,5-dimethyl-5-(trifluoromethyl)tetrahydrofuran-2-carboxamido)picolinamide